[N-]=C=O.[N-]=C=O.CC1=C(C(=C(C(=C1C)C)C)C)C tetramethyl-dimethyl-benzene diisocyanate